CC1=C(C=CC(=C1)SC)O 2-methyl-4-(methylthio)phenol